Cl(=O)O chloranic acid